tert-butyl N-(3-bromo-2-chloro-6-nitro-phenyl)-N-methyl-carbamate BrC=1C(=C(C(=CC1)[N+](=O)[O-])N(C(OC(C)(C)C)=O)C)Cl